[Au](Cl)(Cl)Cl.C1(=CC=CC=C1)P1C(=C(C=C1)C1=NC=CC=C1)C1=NC=CC=C1 1-phenyl-bis(2-pyridyl)phosphole gold chloride